(E)-5-nitro-3-(2-(2-phenyl-1,3-dithian-2-yl)vinyl)-1H-indole [N+](=O)([O-])C=1C=C2C(=CNC2=CC1)\C=C\C1(SCCCS1)C1=CC=CC=C1